4-(2-methoxyphenyl)-1,5-naphthyridine-3-carboxylic acid COC1=C(C=CC=C1)C1=C(C=NC2=CC=CN=C12)C(=O)O